C(C)(C)(CC)OOC1(CCCCC1)OOC(C)(C)CC 1,1-di-(t-amyl-peroxy)-cyclohexane